1-(5-(tert-butyl)isoxazol-3-yl)-3-(4-methyl-3-(4-(5-(4-methylpiperazin-1-yl)pyridin-3-yl)-1H-pyrazol-1-yl)phenyl)urea C(C)(C)(C)C1=CC(=NO1)NC(=O)NC1=CC(=C(C=C1)C)N1N=CC(=C1)C=1C=NC=C(C1)N1CCN(CC1)C